OC1=C(C=C(C=C1)C=CC(=O)C1=CC=C(C=C1)N1CCOCC1)OC 3-(4-Hydroxy-3-methoxyphenyl)-1-[4-(morpholin-4-yl)phenyl]prop-2-en-1-one